O=C(CN1C(C2=CC=CC=C2C1)C=1C=C(C(NN1)=O)C(F)(F)F)N1CCN(CC1)C1=NC=C(C=N1)C(F)(F)F 6-(2-(2-oxo-2-(4-(5-(trifluoromethyl)pyrimidin-2-yl)piperazin-1-yl)ethyl)isoindolin-1-yl)-4-(trifluoromethyl)pyridazin-3(2H)-one